L-Glutamyl-L-Cysteine N[C@@H](CCC(=O)O)C(=O)N[C@@H](CS)C(=O)O